N1,N1,N3-triphenyldibenzo[b,d]thiophene-1,3-diamine C1(=CC=CC=C1)N(C1=CC(=CC=2SC3=C(C21)C=CC=C3)NC3=CC=CC=C3)C3=CC=CC=C3